C(C)(C)(C)NCCC1=NC=C(C=C1)F (S)-2-(tert-Butylamino)-1-(5-fluoropyridin-2-yl)ethan